3-fluoro-5-(1-(2-methylpyridin-4-yl)-1H-pyrazol-4-yl)benzyl-carbamic acid tert-butyl ester C(C)(C)(C)OC(NCC1=CC(=CC(=C1)C=1C=NN(C1)C1=CC(=NC=C1)C)F)=O